FC1=CC=C(C=C1)C1(CC1)COCC(=O)N1CC2CCC(C1)N2C2=NC=C(C#N)C=C2 6-(3-(2-((1-(4-fluorophenyl)cyclopropyl)methoxy)acetyl)-3,8-diazabicyclo[3.2.1]octan-8-yl)nicotinonitrile